Spirost-25(27)-ene C[C@H]1[C@H]2[C@H](C[C@H]3[C@@H]4CCC5CCCC[C@]5(C)[C@H]4CC[C@]23C)O[C@]12CCC(=C)CO2